N,N-bis(trideuteromethyl)tryptamine [2H]C(N(CCC1=CNC2=CC=CC=C12)C([2H])([2H])[2H])([2H])[2H]